ethyl 2-{1-[2-(difluoromethyl)-1,3-thiazol-4-yl]-1H-pyrazol-4-yl}propanoate Ethyl-2-(1H-pyrazol-4-yl)propanoate C(C)OC(C(C)C=1C=NNC1)=O.FC(C=1SC=C(N1)N1N=CC(=C1)C(C(=O)OCC)C)F